Cl.Cl.FC1=CC=C(C=N1)C1=CC=C(C=C1)NC(=O)[C@@H]1CNC[C@H]1C1=CC=CC=C1 (3S,4R)-N-[4-(6-fluoropyridin-3-yl)phenyl]-4-phenylpyrrolidine-3-carboxamide dihydrochloride